C(C)(=O)O[C@H]1C[C@H]([C@@]2(CC[C@H]3C(C[C@H](C[C@@H]3[C@H]2C1=O)C1=COC=C1)=O)C)C(=O)OC methyl (1R,3S,4aR,4bS,6S,8aR,10aR)-3-acetoxy-6-(furan-3-yl)-10a-methyl-4,8-dioxotetradecahydrophenanthrene-1-carboxylate